C(C1=CC=CC=C1)OC=1C(=NN(C1)CCCO[Si](C)(C)C(C)(C)C)C 4-(benzyloxy)-1-(3-((tert-butyldimethylsilyl)oxy)propyl)-3-methyl-1H-pyrazole